3'-ethoxy-3-fluoro-4'-(7-oxo-6,7-dihydro-3H-[1,2,3]triazolo[4,5-d]pyrimidin-5-yl)-[1,1'-biphenyl]-4-carboxylic acid C(C)OC=1C=C(C=CC1C=1NC(C2=C(N1)NN=N2)=O)C2=CC(=C(C=C2)C(=O)O)F